FC1=C(C(=CC(=C1)OC)F)CN (2,6-Difluoro-4-methoxyphenyl)methanamine